[6-(5-cyclopropyl-1H-1,2,4-triazol-3-yl)-2-azaspiro[3.3]heptan-2-yl]-[4-[[4-mesyl-3-(trifluoromethyl)phenoxy]methyl]piperidino]methanone C1(CC1)C1=NC(=NN1)C1CC2(CN(C2)C(=O)N2CCC(CC2)COC2=CC(=C(C=C2)S(=O)(=O)C)C(F)(F)F)C1